CC(CCC(C)C)NC1=C(C=CC=C1)NC(CCC(C)C)C N,N'-bis-(1,4-dimethylpentyl)-phenylenediamine